P(=O)(OCC(CBr)Br)(OCC(CBr)Br)OCC(CCl)Cl bis(2,3-dibromopropyl) 2,3-dichloropropyl phosphate